3-((3-carbamoyl-7-(3,5-dimethylisoxazol-4-yl)-6-methoxyquinolin-4-yl)amino)benzoic acid C(N)(=O)C=1C=NC2=CC(=C(C=C2C1NC=1C=C(C(=O)O)C=CC1)OC)C=1C(=NOC1C)C